C(C(=C)C)(=O)OCC[N+](C)(C)CC 2-(ethyldimethylammonio)ethyl methacrylate